COC(CN1CCN(CC1)C)=O methyl-2-(4-methylpiperazin-1-yl)acetate